N-((7-chloroquinoxalin-6-yl)methyl)-4-(piperazin-1-yl)-5-(trifluoromethyl)pyridin-3-amine ClC1=C(C=C2N=CC=NC2=C1)CNC=1C=NC=C(C1N1CCNCC1)C(F)(F)F